tertbutyl (R)-3-((3-cyclopropyl-8-fluoro-4-oxo-3,4-dihydroquinazolin-6-yl)amino)-3-(2,3-dichloro-6-fluorophenyl)pyrrolidine-1-carboxylate C1(CC1)N1C=NC2=C(C=C(C=C2C1=O)N[C@@]1(CN(CC1)C(=O)OC(C)(C)C)C1=C(C(=CC=C1F)Cl)Cl)F